((2-amino-3-chloropyridin-4-yl)thio)propanoic acid 2-ethylhexyl ester C(C)C(COC(C(C)SC1=C(C(=NC=C1)N)Cl)=O)CCCC